(isopropylphenyl)-isopropyl hydroperoxide C(C)(C)C1=C(C=CC=C1)C(C)(C)OO